6-(3,5-difluorophenyl)-5,6-dihydrocyclopenta[c]pyrazole FC=1C=C(C=C(C1)F)C1CC=C2C1=NN=C2